N1(CCOCC1)C(=O)[C@H]1N(CC2=CC=CC=C2C1)C(=O)OCC1=CC=CC=C1 benzyl (3S)-3-(4-morpholinylcarbonyl)-3,4-dihydro-2(1H)-isoquinolinecarboxylate